CC=1N=C(C2=C(N1)SC(=C2C)C)N2N=C(N=C2N)N 1-(2,5,6-trimethylthieno[2,3-d]Pyrimidin-4-yl)-1H-1,2,4-triazole-3,5-diamine